6-((6-Fluoropyridin-2-yl)amino)-N-methoxy-4-((2-methoxy-3-(1-methyl-1H-pyrazol-3-yl)phenyl)amino)nicotinamide FC1=CC=CC(=N1)NC1=NC=C(C(=O)NOC)C(=C1)NC1=C(C(=CC=C1)C1=NN(C=C1)C)OC